N-(((2S,3R,6R)-2,6-dimethylmorpholin-3-yl)methyl)-3-methoxy-5-(trifluoromethyl)pyridin-2-amine C[C@H]1[C@H](NC[C@H](O1)C)CNC1=NC=C(C=C1OC)C(F)(F)F